C(C)OC(C(C(O)C=1SC=C(C1)C1=CN(C2=CC(=CC=C12)F)C(=O)OC(C)(C)C)(F)F)=O 2,2-difluoro-3-(4-(1-Boc-6-fluoro-1H-indol-3-yl)thiophen-2-yl)-3-hydroxypropionic acid ethyl ester